N[C@H](C(=O)O)[C@@H](C(C)C)O (2S,3R)-2-Amino-3-hydroxy-4-methyl-pentanoic acid